zinc toluene-3,4-dithiol salt CC1=CC(=C(C=C1)S)S.[Zn]